NC=1C2=C(N=CN1)N(C(=C2C2=C(C=C(C=C2)N=S2(CCCCC2)=O)F)C2=CC=C(C=C2)C=C(C(=O)N)C)C (4-(4-amino-5-(2-fluoro-4-((1-oxotetrahydro-2H-1λ6-thiopyran-1-ylidene)amino)phenyl)-7-methyl-7H-pyrrolo[2,3-d]pyrimidin-6-yl)phenyl)methacrylamide